ClC1=C(C(=C(N=N1)N1CCC2(CC2)CC1)C(=O)OC)C methyl 6-chloro-5-methyl-3-(6-azaspiro[2.5]octan-6-yl)pyridazine-4-carboxylate